BrC=1C(=NC=CC1F)N(\C=N\[H])O (E)-N-(3-bromo-4-fluoropyridin-2-yl)-N-hydroxy-formamidine